2-iodo-1,3,8-trihydroxy-6-methyl-9,10-dihydroanthracene-9,10-dione IC1=C(C=2C(C3=C(C=C(C=C3C(C2C=C1O)=O)C)O)=O)O